C(C1=CC(C(=O)O)=CC=C1)(=O)O isophthalic Acid